COC([C@H](CC)OC=1C=C(CN2C(=C(C3=CC(=CC=C23)C(=O)OCC=C)C)C)C=CC1)=O (S)-Allyl 1-(3-((1-methoxy-1-oxobutan-2-yl)oxy)benzyl)-2,3-dimethyl-1H-indole-5-carboxylate